3-(((7-(2-Amino-3-fluoropyridin-4-yl)-2,3-dihydrofuro[3,2-c]pyridin-4-yl)amino)methyl)-N-methylbenzamid NC1=NC=CC(=C1F)C=1C2=C(C(=NC1)NCC=1C=C(C(=O)NC)C=CC1)CCO2